(3-formylthiophen-2-yl)boronic acid methyl ester COB(O)C=1SC=CC1C=O